di(isobutyl salicylate) carbonate C(O)(O)=O.C(C(C)C)OC=1C(C(=O)O)=CC=CC1.C(C(C)C)OC=1C(C(=O)O)=CC=CC1